2-(2,3-dimethyl-4-nitrophenyl)acetic acid CC1=C(C=CC(=C1C)[N+](=O)[O-])CC(=O)O